3-methyl-5-((2-methyl-2-(methylsulfonyl)propyl)amino)-8-(4-(trifluoromethyl)phenyl)pyrido[4,3-d]pyrimidin-4(3H)-one CN1C=NC2=C(C1=O)C(=NC=C2C2=CC=C(C=C2)C(F)(F)F)NCC(C)(S(=O)(=O)C)C